2-((4-(2,6-diazaspiro[3.4]octan-2-yl)pyrimidin-5-yl)oxy)-N-ethyl-5-fluoro-N-isopropylbenzamide C1N(CC12CNCC2)C2=NC=NC=C2OC2=C(C(=O)N(C(C)C)CC)C=C(C=C2)F